2,4-dimethyloxazol-5-carboxylic acid CC=1OC(=C(N1)C)C(=O)O